C(C)OC1=C2CC(C(OC2=CC(=C1)OCOC)C1=CC(=C(C(=C1)OCC1=CC=CC=C1)OCC1=CC=CC=C1)OCC1=CC=CC=C1)O 5-ethoxy-7-methoxymethoxy-2-(3,4,5-tribenzyloxy-phenyl)chroman-3-ol